C1(C=CC(N1C=1C=C(OC2(CC=C(C=C2)C2=CC=CC=C2)OC2=CC(=CC=C2)N2C(C=CC2=O)=O)C=CC1)=O)=O 4,4-bis(3-maleimidophenoxy)biphenyl